(S)-N-(1-(4-amino-3-(4-((5-fluoro-2-methoxybenzamido)methyl)phenyl)-1H-pyrazolo[3,4-d]pyrimidin-1-yl)butan-2-yl)-N-methyl-1H-1,2,4-triazole-1-carboxamide NC1=C2C(=NC=N1)N(N=C2C2=CC=C(C=C2)CNC(C2=C(C=CC(=C2)F)OC)=O)C[C@H](CC)N(C(=O)N2N=CN=C2)C